C(C1=CC=CC=C1)OC(=O)NC[C@@H]1CC[C@H](CC1)C(N[C@H](C(NCCCC[C@H](NC(N[C@@H](CCC(=O)OC(C)(C)C)C(=O)OC(C)(C)C)=O)C(=O)OC(C)(C)C)=O)CC=1C=C2C=CC=NC2=CC1)=O tri-tert-butyl (3S,10S,14S)-1-[trans-4-({[(benzyloxy)carbonyl]amino}methyl)cyclohexyl]-1,4,12-trioxo-3-[(quinolin-6-yl)methyl]-2,5,11,13-tetraazahexadecane-10,14,16-tricarboxylate